FC1(CCC(CC1)NCC[C@@H]1CN(CCC1)C1=NC(=CC=C1S(=O)(=O)N1[C@@H](CCC1)C(=O)O)C)F ((2-((R)-3-(2-((4,4-Difluorocyclohexyl)amino)ethyl)piperidin-1-yl)-6-methylpyridin-3-yl)sulfonyl)-L-proline